C[C@]1(C2=C(NC=3CC(CC(C13)=O)(C)C)NN=C2)C2=CC=CC=C2 (4R)-4-methyl-7,7-dimethyl-4-phenyl-1,6,8,9-tetrahydropyrazolo[3,4-b]quinolin-5-one